ClC1=C(CN(C(=O)[C@H]2[C@H]3CC[C@@H](C2)C3)C=3C=C(C=CC3)/C=C/C(=O)OC)C=CC(=C1)C=1C=C3C=NN(C3=CC1)C methyl (E)-3-(3-((1S,2R,4R)-N-(2-chloro-4-(1-methyl-1H-indazol-5-yl)benzyl)bicyclo[2.2.1]heptane-2-carboxamido)phenyl)acrylate